3-aminopropyl-methyl-dimethoxysilane NCCC[Si](OC)(OC)C